C(CC)NC(O[C@H]1C[C@H](CC1)C=1NN=C(C1)NC(COC1=C(C(=CC=C1)OCC1=CC=CC=C1)C1OCCO1)=O)=O (1R,3S)-3-(5-{2-[3-(benzyloxy)-2-(1,3-dioxolan-2-yl)phenoxy]acetamido}-2H-pyrazol-3-yl)cyclopentyl N-propylcarbamate